BrC1=CC=C(C=C1)C=1N(C(C(=CN1)NCCCC1=CC=CC=C1)=O)CC(=O)OC(C)(C)C tert-butyl 2-(2-(4-bromophenyl)-6-oxo-5-((3-phenylpropyl)amino) pyrimidin-1(6H)-yl)acetate